ethyl 7-((2r,4r)-6-oxaspiro[3.4]octan-2-yl)-5,6,7,8-tetrahydro-1,7-naphthyridine-3-carboxylate C1C(CC12COCC2)N2CCC=1C=C(C=NC1C2)C(=O)OCC